N1CCC(CC1)CN1CCNC2=CC=CC=C12 N-(piperidin-4-ylmethyl)-3,4-dihydroquinoxaline